NC1=NC=C(C2=C1C(=C(N2C)C2=C(C=C(C=C2)NC(C(=C)F)=O)Cl)C2=CC=C(C=C2)OC2=NC=CC(=N2)C(F)F)C#N N-(4-(4-amino-7-cyano-3-(4-((4-(difluoromethyl)pyrimidin-2-yl)oxy)phenyl)-1-methyl-1H-pyrrolo[3,2-c]pyridin-2-yl)-3-chlorophenyl)-2-fluoroacrylamide